2-(3-methoxyazetidin-3-yl)-1-methyl-1H-imidazole dihydrochloride Cl.Cl.COC1(CNC1)C=1N(C=CN1)C